(S)-4-(7-amino-3-(1-(2-hydroxypropionyl)piperidin-4-yl)-1H-pyrazolo[4,3-d]pyrimidin-1-yl)-N-(4-(trifluoromethyl)pyridin-2-yl)benzamide NC=1C2=C(N=CN1)C(=NN2C2=CC=C(C(=O)NC1=NC=CC(=C1)C(F)(F)F)C=C2)C2CCN(CC2)C([C@H](C)O)=O